C(C1=CC=CC=C1)C=1C=C(SC1)C(=O)O 4-Benzylthiophene-2-carboxylic acid